FC(C1=CN2C(S1)=NC=C2)(F)F 2-(trifluoromethyl)imidazo[2,1-b]Thiazole